6-(1-(5-(1,3-dimethyl-1H-pyrazol-4-yl)-7-((2-methyl-1H-imidazol-1-yl)methyl)-1-oxo-3,4-dihydroisoquinolin-2(1H)-yl)ethyl)-4-ethoxynicotinonitrile CN1N=C(C(=C1)C1=C2CCN(C(C2=CC(=C1)CN1C(=NC=C1)C)=O)C(C)C1=NC=C(C#N)C(=C1)OCC)C